Br[Si]1(C[Si](CCC1)(CCC)CCC)Br 1,1-dibromo-3,3-dipropyl-1,3-disilacyclohexane